ClC1=CC2=C(OC3=C2C=CC=C3)C(=C1)Cl 2,4-dichlorodibenzofuran